ClC1=C(C=CC(=C1)Cl)C=1CCCC2=C(C1C1=CC=C(C=C1)C(C)=C1CN(C1)CCCF)C=CC=C2 8-(2,4-Dichlorophenyl)-9-(4-(1-(1-(3-fluoropropyl)azetidin-3-yliden)ethyl)phenyl)-6,7-dihydro-5H-benzo[7]annulen